O1[C@@H](CC1)CN (S)-oxacyclobutane-2-methylamine